Cl.Cl.CC1(C=CC=C(N1)C(=O)N)C(=O)NC1=CC=C(C=C1)C 6-methyl-N6-(p-tolyl)pyridine-2,6-dicarboxamide dihydrochloride